CC(CC1=NNC=C1)C 3-(2-methylpropyl)-1H-pyrazol